CN1SC2=C(C(C3=C1C=CC=C3)=O)C=CC(=C2)[Si](C)(C)C 6-Methyl-3-(trimethylsilyl)dibenzo[c,f][1,2]thiazepin-11(6H)-one